9-chloro-4-[(2-chloropyridin-4-yl)methyl]-7-(5-fluoroindol-1-yl)-3,5-dihydro-2H-1,4-benzoxazepine ClC1=CC(=CC=2CN(CCOC21)CC2=CC(=NC=C2)Cl)N2C=CC1=CC(=CC=C21)F